5-(bromodifluoromethoxy)-3-fluoropyridine BrC(OC=1C=C(C=NC1)F)(F)F